cis-N-({4-Methyl-2-[6-methyl-3-(2H-1,2,3-triazol-2-yl)pyridin-2-carbonyl]-2-azabicyclo[3.1.1]heptan-3-yl}methyl)-5-(trifluoromethyl)pyrimidin-2-amin CC1C(N(C2CC1C2)C(=O)C2=NC(=CC=C2N2N=CC=N2)C)CNC2=NC=C(C=N2)C(F)(F)F